CC=1C2=C(SC1)C=CC(=C2)CCNC(OC(C)(C)C)=O Tert-butyl (2-(3-methylbenzo[b]thiophen-5-yl)ethyl)carbamate